3-[(5-bromopyridin-3-yl)ethynyl]-4-chlorobenzoic acid BrC=1C=C(C=NC1)C#CC=1C=C(C(=O)O)C=CC1Cl